C(C)(C)(C)OC(=O)NC(C)N1C(=CC2=C1N=CS2)C(=O)OCC Ethyl 4-(1-{[(tert-butoxy)carbonyl]amino}ethyl)-4H-pyrrolo[2,3-d][1,3]thiazole-5-carboxylate